lithium diisopropyl-amide C(C)(C)[N-]C(C)C.[Li+]